2-(2,3-Difluorophenyl)-N-(5-(1-(6-(2-(pyridin-2-yl)acetamido)pyridazin-3-yl)piperidin-4-yl)-1,3,4-thiadiazol-2-yl)acetamide FC1=C(C=CC=C1F)CC(=O)NC=1SC(=NN1)C1CCN(CC1)C=1N=NC(=CC1)NC(CC1=NC=CC=C1)=O